ClC1=CC(=C(C=C1)C1(OC2=C(O1)C=CC=C2C2CCN(CC2)[C@@H](C)C2=NC=1C(=NC(=CC1)C(=O)OC)N2C[C@H]2OCC2)C)F methyl 2-((S)-1-(4-(2-(4-chloro-2-fluorophenyl)-2-methylbenzo[d][1,3]dioxol-4-yl)-piperidin-1-yl) ethyl)-3-(((S)-oxetan-2-yl) methyl)-3H-imidazo[4,5-b]pyridine-5-carboxylate